NC=1C(=C(C(=O)OC)C(=CC1)Cl)Cl methyl 3-amino-2,6-dichloro-benzoate